C(N)(=N)S[C@@H]1[C@@H](CC1)C(=O)O cis-2-(carbamimidoyl-sulfanyl)cyclobutane-1-carboxylic acid